3-[(3,4-dihydroxy-5-nitrophenyl)methylidene]pentane-2,4-dione OC=1C=C(C=C(C1O)[N+](=O)[O-])C=C(C(C)=O)C(C)=O